N-{3-[(1-{2-[(tert-butyldiphenylsilyl)oxy]acetyl}-3-[4-(methoxymethyl)-1,2-dicobaltatricyclo[1.1.0.02,4]butan-3-yl]azetidin-3-yl)oxy]propyl}methanesulfonamide [Si](C1=CC=CC=C1)(C1=CC=CC=C1)(C(C)(C)C)OCC(=O)N1CC(C1)(C12[Co]3[Co]2C13COC)OCCCNS(=O)(=O)C